5-[2-[1-(4-aminophenyl)-4-piperidyl]-2,8-diazaspiro[4.5]decan-8-yl]-N-(2,6-dioxo-3-piperidyl)pyrimidine-2-carboxamide NC1=CC=C(C=C1)N1CCC(CC1)N1CC2(CC1)CCN(CC2)C=2C=NC(=NC2)C(=O)NC2C(NC(CC2)=O)=O